CN(C1=C(C=CC=C1)C1CCN(CC1)C1=NC(=NC2=CC=C(C=C12)N(CCN1CCCC1)C)C1(CC1)C)C [4-[4-(2-dimethylamino-phenyl)-piperidin-1-yl]-2-(1-methyl-cyclopropyl)-quinazolin-6-yl]-methyl-(2-pyrrolidin-1-yl-ethyl)-amine